1-(2-chloro-6-fluorophenyl)-N-(5-cyano-6-(2H-1,2,3-triazol-2-yl)pyridin-3-yl)-5-(trifluoromethyl)-1H-pyrazole-4-carboxamide ClC1=C(C(=CC=C1)F)N1N=CC(=C1C(F)(F)F)C(=O)NC=1C=NC(=C(C1)C#N)N1N=CC=N1